cyclopentadienyl-(1-methylethylbenzene) C1(C=CC=C1)C1=C(C=CC=C1)C(C)C